CN(NC(C=C)=O)C N-(dimethylamino)acrylamide